C1(=CC=C(C=C1)S(=O)(=O)OCC1=CC(=NO1)C(=O)OCC)C ethyl 5-(p-tolylsulfonyloxymethyl)isoxazole-3-carboxylate